tert-butyl (4-((4,6-dichloro-1,3,5-triazin-2-yl)amino)phenyl)carbamate ClC1=NC(=NC(=N1)Cl)NC1=CC=C(C=C1)NC(OC(C)(C)C)=O